3,4,5-trichloropyridin ClC=1C=NC=C(C1Cl)Cl